2,4-dichloro-6-(3-nitrophenyl)pyrimidine methyl-3-(2-methoxy-4-morpholino-anilino)-5-(methylamino)-6-(3-methylimidazo[4,5-c]pyridin-7-yl)pyrazine-2-carboxylate COC(=O)C1=NC(=C(N=C1NC1=C(C=C(C=C1)N1CCOCC1)OC)NC)C=1C2=C(C=NC1)N(C=N2)C.ClC2=NC(=CC(=N2)Cl)C2=CC(=CC=C2)[N+](=O)[O-]